FC(CN1C(=NC=2C1=NC(=CC2)C=2C=CN1N=C(N=CC12)N[C@@H]1CN(C[C@H]1F)C(C)=O)C)F 1-((3r,4r)-3-((5-(3-(2,2-difluoroethyl)-2-methyl-3H-imidazo[4,5-b]pyridin-5-yl)pyrrolo[2,1-f][1,2,4]triazin-2-yl)amino)-4-fluoropyrrolidin-1-yl)ethan-1-one